C(C)(C)(C)OC(=O)NC1(CC1)CCC(=O)OCC ethyl 3-(1-((tert-butoxycarbonyl)amino)cyclopropyl)propanoate